C(#N)C1(CCN(CC1)C(=O)OC(C)(C)C)C1=NC=CC=C1 tertbutyl 4-cyano-4-(pyridin-2-yl)piperidine-1-carboxylate